C(C=C)C1CN(CC1)C1=C(C=CC(=C1)C)S(=O)(=O)N1[C@@H](CCC1)C(=O)OC(C)(C)C tert-butyl ((2-(3-allylpyrrolidin-1-yl)-4-methylphenyl)sulfonyl)-L-prolinate